O.C(C1=CC(O)=C(O)C(O)=C1)(=O)O[C@H]1[C@H](OC(C2=CC(O)=C(O)C(O)=C2)=O)[C@@H](OC(C2=CC(O)=C(O)C(O)=C2)=O)[C@H](OC(C2=CC(O)=C(O)C(O)=C2)=O)[C@H](O1)COC(C1=CC(O)=C(O)C(O)=C1)=O Penta-O-galloyl-β-glucose hydrate